(E)- or (Z)-4-((2-methoxyethoxy)imino)-1,3-dimethyl-9-oxo-4,9-dihydro-1H-naphtho[2,3-d]imidazolium COCCON=C1C2=CC=CC=C2C(C=2[NH+](CN(C21)C)C)=O